(S)-2-(2,5-difluoro-4-(6-((4-((1-methyl-1H-pyrazol-4-yl)ethynyl)benzyl)oxy)pyridin-2-yl)benzyl)-1-(oxetan-2-ylmethyl)-1H-benzo[d]imidazole-6-carboxylic acid FC1=C(CC2=NC3=C(N2C[C@H]2OCC2)C=C(C=C3)C(=O)O)C=C(C(=C1)C1=NC(=CC=C1)OCC1=CC=C(C=C1)C#CC=1C=NN(C1)C)F